5-((R)-2-((4-(2-(4-((2-acetylpyrimidin-4-yl)methoxy)phenyl)propan-2-yl)phenoxy)methyl)pyrrolidin-1-yl)-2-(2,6-dioxopiperidin-3-yl)isoindoline C(C)(=O)C1=NC=CC(=N1)COC1=CC=C(C=C1)C(C)(C)C1=CC=C(OC[C@@H]2N(CCC2)C=2C=C3CN(CC3=CC2)C2C(NC(CC2)=O)=O)C=C1